4,10,10,11-tetramethylspiro[5.5]undec-2-en-11-ol CC1C=CCC2(C1)CCCC(C2(O)C)(C)C